(R)-pyrrolidine N1CCCC1